benzoimidazole-5-carboxylic acid (2-hydroxy-ethyl)-amide OCCNC(=O)C1=CC2=C(N=CN2)C=C1